F[C@@H]1C[C@H](N(C1)C(CN1C(C=NC=C1)=O)=O)C(=O)N[C@H](C1=CC=C(C=C1)C(C)C)C1=CC=CC=C1 (2S,4R)-4-fluoro-1-[2-(2-oxo-1,2-dihydropyrazin-1-yl)acetyl]-N-[(S)-phenyl[4-(propan-2-yl)phenyl]methyl]pyrrolidine-2-carboxamide